NC1=NNC2=CC(=CC=C12)C1=C(C=C(C=C1)NC(=O)C=1C(N(C(=CC1)C)C1=CC=C(C=C1)F)=O)F N-(4-(3-amino-1H-indazol-6-yl)-3-fluorophenyl)-1-(4-fluorophenyl)-6-methyl-2-oxo-1,2-dihydropyridine-3-carboxamide